OC(CCC(=O)NC1=CC=CC=C1)CCCCCCCCCCCCCC 4-hydroxystearanilide